CC(C)(C)OC(=O)N1CCCCC1 1-[(2-methylpropan-2-yl)oxycarbonyl]piperidine